CC(C)(OC(NCCOCCOCCOCCOC1=C(C=C(\C=C/2\C(C(=C(S2)NC2=CC=CC=C2)C(=O)OCC)=O)C=C1)O)=O)C Ethyl (Z)-5-(4-((2,2-dimethyl-4-oxo-3,8,11,14-tetraoxa-5-azahexadecan-16-yl)oxy)-3-hydroxybenzylidene)-4-oxo-2-(phenylamino)-4,5-dihydrothiophene-3-carboxylate